IC1CC(C1)C(=O)OCC ethyl 3-iodocyclobutane-1-carboxylate